N-(6-(2-chloro-5-fluorophenyl)-3-(2,2-difluoroethyl)-2-methyl-8-oxo-2,6,7,8-tetrahydropyrrolo[3,4-g]indazol-5-yl)-6-fluorobenzo[d]thiazole-3(2H)-carboxamide 1-oxide ClC1=C(C=C(C=C1)F)C1NC(C2=C1C(=CC1=C(N(N=C21)C)CC(F)F)NC(=O)N2CS(C1=C2C=CC(=C1)F)=O)=O